5-(2,3-difluorophenyl)-6-methyl-3-(methylsulfonyl)-2,3-dihydro[1,3]thiazolo[4,5-b]pyridine FC1=C(C=CC=C1F)C1=C(C=C2C(=N1)N(CS2)S(=O)(=O)C)C